C1(=O)OCOP(=O)(CO[C@@H](CN2C3=NC=NC(=C3N=C2)NP2(OCCC(O2)C=2C=NC=CC2)=O)C)OCOC(O1)=O (((((((2R)-1-(6-((2-oxo-4-(pyridin-3-yl)-1,3,2-dioxaphosphorinan-2-yl) amino)-9H-purin-9-yl) propan-2-yl) oxy) methyl) phosphoryl) bis(oxy)) bis(methylene)) dicarbonate